1-(3-chlorophenyl)-2,5-dimethyl-1H-pyrrole ClC=1C=C(C=CC1)N1C(=CC=C1C)C